ClC1=CC=C(OCC(=O)NN2CCC(CC2)C(=O)NC2=NC3=CC=C(C=C3C=C2)Cl)C=C1 1-(2-(4-chlorophenoxy)acetamido)-N-(6-chloroquinolin-2-yl)piperidine-4-carboxamide